C1(=CC=CC=C1)OC(CC(F)(F)Br)=O 3-bromo-3,3-difluoropropionic acid phenyl ester